2-(1-hydroxy-2-methoxy-ethylidene)propanedinitrile OC(COC)=C(C#N)C#N